[N+](=O)([O-])C=1C=C(C=CC1)C=1C=NC=NC1 5-(3-nitrophenyl)pyrimidine